tetrabromo-xylene diacrylate C(C=C)(=O)O.C(C=C)(=O)O.BrC=1C(=C(C(=C(C1C)C)Br)Br)Br